(S)-2-(2-fluoro-4-(pyrrolidin-2-yl)phenyl)-N-(3-(4-fluoropiperidin-1-yl)propyl)benzo[d]imidazo[2,1-b]thiazole-7-carboxamide FC1=C(C=CC(=C1)[C@H]1NCCC1)C=1N=C2SC3=C(N2C1)C=CC(=C3)C(=O)NCCCN3CCC(CC3)F